COC(=O)C1=NN2C(CNCC2)=C1 methyl-4,5,6,7-tetrahydropyrazolo[1,5-a]pyrazine-2-carboxylate